2-methyl-N-[(1S)-1-[3-(1-piperidinyl)-1,2,4-thiadiazol-5-yl]ethyl]-5-(trifluoromethyl)pyrazole-3-carboxamide CN1N=C(C=C1C(=O)N[C@@H](C)C1=NC(=NS1)N1CCCCC1)C(F)(F)F